8-Methyl-2-(3-methyl-1-benzofuran-2-yl)-5-(2-phenylacetamido)quinoline CC=1C=CC(=C2C=CC(=NC12)C=1OC2=C(C1C)C=CC=C2)NC(CC2=CC=CC=C2)=O